2-(3-methoxyphenyl)-1-vinyl-1,2-dihydronaphthalene COC=1C=C(C=CC1)C1C(C2=CC=CC=C2C=C1)C=C